C1(OCC12CCNCC2)C(=O)[O-] 2-oxa-7-azaspiro[3.5]nonanoate